tert-butyl (3-(8-(((3S,4R)-3-fluoro-1-methylpiperidin-4-yl)amino)-3-(2,2,2-trifluoroethyl)indolizin-2-yl)prop-2-yn-1-yl-1,1-d2)(2-methoxy-6-(methylcarbamoyl)pyridin-3-yl)carbamate F[C@H]1CN(CC[C@H]1NC1=CC=CN2C(=C(C=C12)C#CC([2H])([2H])N(C(OC(C)(C)C)=O)C=1C(=NC(=CC1)C(NC)=O)OC)CC(F)(F)F)C